(4-hydroxy-[1,1'-biphenyl]-3-yl)boronic acid OC1=C(C=C(C=C1)C1=CC=CC=C1)B(O)O